4-{[6-(5-Chloro-2-Fluorophenyl)-3-Methylpyridazin-4-yl]Amino}Quinolin-7-yl (1S,4S)-5-Methyl-2,5-Diazabicyclo[2.2.1]Heptan-2-Carboxylat CN1[C@@H]2CN([C@H](C1)C2)C(=O)OC2=CC=C1C(=CC=NC1=C2)NC2=C(N=NC(=C2)C2=C(C=CC(=C2)Cl)F)C